CC1=C(C=CC(=C1)C#N)C1=CC=CC=C1 methyl-[1,1'-biphenyl]-4-carbonitrile